FC1=CC=C(C(=O)NC2=CC=C(C=C2)C(NC2=CC(=CC=C2)C#CC2=NC=CC=C2)=O)C=C1 4-FLUORO-N-(4-((3-(PYRIDIN-2-YLETHYNYL)PHENYL)CARBAMOYL)PHENYL)BENZAMIDE